C(C)OCCN(CCC(C(=O)O)NC(C1=C(C=CC(=C1)F)C(F)(F)F)=O)CCCCC1=NC=2NCCCC2C=C1 4-[2-ethoxyethyl-[4-(5,6,7,8-tetrahydro-1,8-naphthyridin-2-yl)butyl]amino]-2-[[5-fluoro-2-(trifluoromethyl)benzoyl]amino]butanoic acid